(Z)-2-bromo-2-(2-(4-methoxybenzyl)hydrazono)acetic acid ethyl ester C(C)OC(/C(=N/NCC1=CC=C(C=C1)OC)/Br)=O